3,5-difluoro-4-(2-(((R)-((S)-7-(1-methyl-1H-pyrazol-4-yl)-2,3-dihydro-1H-pyrido[2,3-b][1,4]oxazin-3-yl)(phenyl)methyl)amino)ethyl)benzonitrile FC=1C=C(C#N)C=C(C1CCN[C@H](C1=CC=CC=C1)[C@@H]1CNC2=C(O1)N=CC(=C2)C=2C=NN(C2)C)F